methyl 2-[1-(8-tert-butoxy-8-oxo-octyl)-6-[(1R)-1-tert-butoxycarbonylpyrrolidin-2-yl] pyrrolo[2,3-b]pyridin-2-yl]-7-methoxy-1-methyl-benzimidazole-5-carboxylate C(C)(C)(C)OC(CCCCCCCN1C(=CC=2C1=NC(=CC2)C2N(CCC2)C(=O)OC(C)(C)C)C2=NC1=C(N2C)C(=CC(=C1)C(=O)OC)OC)=O